C(CCCCCCCCCCCCCC)CC(=O)O 2-(pentadecyl)acetic acid